2-((cyclopropyl-methyl)amino)-5-(3-(1-oxoisoindolin-5-yl)-1,2,4-oxadiazol-5-yl)benzonitrile C1(CC1)CNC1=C(C#N)C=C(C=C1)C1=NC(=NO1)C=1C=C2CNC(C2=CC1)=O